FC1=CC=C(C=C1)N1N=CC2=CC=CC=C2C1=O 3-(4-fluorophenyl)-4-oxo-3,4-dihydrophthalazin